3-(((triisopropylsilyl)oxy)methyl)pyridin-2(1H)one C(C)(C)[Si](OCC=1C(NC=CC1)=O)(C(C)C)C(C)C